C(#N)C1(CC1)NS(=O)(=O)C=1C=CC=2N(C1)C(=NC2C2CC1(CNC1)CC2)C=2SC(=NN2)C(F)F N-(1-cyanocyclopropyl)-3-(5-(difluoromethyl)-1,3,4-thiadiazol-2-yl)-1-(2-azaspiro[3.4]octane-6-yl)imidazo[1,5-a]pyridine-6-sulfonamide